C1(=CC=CC2=CC=CC=C12)C(CC(=O)O)C 3-(naphthalen-1-yl)butyric acid